3-((1S,5S)-6,6-dimethylbicyclo[3.1.1]heptan-2-yl)-2-methylpropanal CC1([C@H]2CCC([C@@H]1C2)CC(C=O)C)C